CN1C(N(CCC1=O)C1=CC=C(C=C1)N1CCC(CC1)C=O)=O 1-(4-(3-methyl-2,4-dioxotetrahydropyrimidine-1(2H)-yl)phenyl)piperidine-4-carbaldehyde